CN1C(=NN=C1CC1(SCCS1)C1=CC(=CC=C1)[N+](=O)[O-])S 4-methyl-5-((2-(3-nitrophenyl)-1,3-dithiacyclopentane-2-yl)methyl)-4H-1,2,4-triazole-3-thiol